2-ethyldiisopropylamine CCN(C(C)C)C(C)C